(S)-4'-fluoro-4-(3-(5-(trifluoromethyl)pyridin-2-yloxy)pyrrolidin-1-yl)biphenyl FC1=CC=C(C=C1)C1=CC=C(C=C1)N1C[C@H](CC1)OC1=NC=C(C=C1)C(F)(F)F